O1[SiH]2O[SiH](O[SiH2]O[SiH2]1)O2 epoxycyclotetrasiloxane